(R)-9-{2-[(hexadecyloxypropyl)phosphomethoxy]propyl}adenine C(CCCCCCCCCCCCCCC)OCCCOP(=O)(O)CO[C@@H](CN1C2=NC=NC(=C2N=C1)N)C